(5-(piperidin-4-ylamino)quinolin-8-yl)acetamide hydrochloride Cl.N1CCC(CC1)NC1=C2C=CC=NC2=C(C=C1)CC(=O)N